racemic-5-((((3-bromophenyl)(phenyl)methyl)thio)methyl)thiazole 2-amino-3-guanidinopropionate NC(C(=O)O)CNC(=N)N.BrC=1C=C(C=CC1)[C@H](SCC1=CN=CS1)C1=CC=CC=C1 |r|